6-vinylpyridine-3-ol C(=C)C1=CC=C(C=N1)O